ClC1=NC(=CC(=N1)C(CO)C)C 2-(2-chloro-6-methylpyrimidin-4-yl)propanol